5-Chloro-2-[2-(7,8-dihydro-5H-pyrido[4,3-d]pyrimidin-6-yl)oxazolo[4,5-b]pyridin-5-yl]-3-methyl-phenol ClC=1C=C(C(=C(C1)O)C1=CC=C2C(=N1)N=C(O2)N2CC1=C(N=CN=C1)CC2)C